(E)-3-(4-(3-Chlorophenyl)-2-(trifluoromethyl)thiazol-5-yl)-N-(2-oxo-2,3-dihydro-1H-benzo[d]imidazol-4-yl)acrylamid ClC=1C=C(C=CC1)C=1N=C(SC1/C=C/C(=O)NC1=CC=CC=2NC(NC21)=O)C(F)(F)F